FC1(CCN(CC1)CCO[C@@H](C)C1=CC=C(C=N1)C1=CC=2C3=C(N=NC2C=C1)N(C(N3C(C)C)=O)C)F (S)-8-(6-(1-(2-(4,4-difluoropiperidin-1-yl)ethoxy)ethyl)pyridin-3-yl)-1-isopropyl-3-methyl-1H-imidazo[4,5-c]cinnolin-2(3H)-one